5-(3-Fluoro-2-methylphenyl)-7-(trifluoromethyl)imidazo[1,2-a]quinoxalin-4(5H)-one FC=1C(=C(C=CC1)N1C(C=2N(C3=CC=C(C=C13)C(F)(F)F)C=CN2)=O)C